FC=1C=CC(=C(C(=O)O)C1)C1=NC=CC=C1 5-Fluoro-2-(pyridin-2-yl)benzoic acid